trans-(E)-N-(3-((6-(4-hydroxyphenyl)-1H-indazol-4-yl)oxy)cyclobutyl)-N-methyl-3-((S)-1-methylpyrrolidin-2-yl)acrylamide OC1=CC=C(C=C1)C1=CC(=C2C=NNC2=C1)O[C@@H]1C[C@H](C1)N(C(\C=C\[C@H]1N(CCC1)C)=O)C